C(C)OC(C(C(=O)OCC)(C)CCCCC=C)=O.C(C=C)(=O)N1[C@@H]2CC[C@H]([C@H]1C1=NC(=C3N1C=CN=C3N)C3=CC=C(C(=O)NC1=NC=CC=C1)C=C3)C2 4-(3-((1r,3s,4s)-2-propenoyl-2-azabicyclo[2.2.1]heptan-3-yl)-8-aminoimidazo[1,5-a]pyrazin-1-yl)-N-(pyridin-2-yl)benzamide diethyl-2-(hex-5-en-1-yl)-2-methylmalonate